CNC(C1=NC=CC(=C1)OC1=CC=C(C=C1)C1CC(=NN1)C1=CC=C(C=C1)[N+](=O)[O-])=O N-Methyl-4-(4-(3-(4-nitrophenyl)-4,5-dihydro-1H-pyrazol-5-yl)phenoxy)picolinamide